CN1C(N(C2=C1C(=CC=C2)CCCCCCCOC2CCNCC2)C2CNCCC2)=O 3-[3-methyl-2-oxo-4-[7-(4-piperidyloxy)heptyl]benzimidazol-1-yl]piperidine